tert-butyl ((1-((2-hydrazineyl-6-methoxypyridin-4-yl)methyl)-1H-pyrazol-4-yl)methyl)carbamate N(N)C1=NC(=CC(=C1)CN1N=CC(=C1)CNC(OC(C)(C)C)=O)OC